C1(=CC=CC=C1)P(C(C1=C(C=C(C=C1C)C)C)=O)(C1=CC=CC=C1)=O di-phenyl(2,4,6-trimethylbenzoyl)phosphine oxide